(S)-2-((((9H-fluoren-9-yl)methoxy)carbonyl)amino)-3-(4-(3-(isonicotinamido)-1-methyl-1H-pyrazol-4-yl)phenyl)propanoic acid C1=CC=CC=2C3=CC=CC=C3C(C12)COC(=O)N[C@H](C(=O)O)CC1=CC=C(C=C1)C=1C(=NN(C1)C)NC(C1=CC=NC=C1)=O